FC1CC=CCS(O1)(=O)=O 7-fluoro-6,7-dihydro-3H-oxathiepine 2,2-dioxide